C(C)C(C(N)N)(C)CC diethyl-propanediamine